OC=1C=C2C(=CNC2=CC1)C(N)=S 5-Hydroxy-1H-indole-3-carbothioamide